CN(C(N(C1=CC=CC=C1)C)=O)C1=CC=CC=C1 dimethyl-N,N'-diphenylurea